NC1=C(N=C2N1C=CC=C2N[C@H]2[C@H](CN(CC2)C)F)C#CCNC2=C(C=C(C(=O)NC)C=C2)OC 4-{[3-(3-amino-8-{[(3S,4R)-3-fluoro-1-methylpiperidin-4-yl]amino}imidazo[1,2-a]pyridin-2-yl)prop-2-yn-1-yl]amino}-3-methoxy-N-methylbenzamide